methylphosphinic chloride CP(=O)Cl